OCCCOC1OCCC1 2-(3-hydroxypropoxy)tetrahydrofuran